N-(imidazo[1,2-b]pyridazin-3-yl)-6-methoxy-2-((1R,2R,4R)-2-methyl-4-(N-methylacetylamino)cyclohexyl)-2H-indazole-5-carboxamide N=1C=C(N2N=CC=CC21)NC(=O)C2=CC1=CN(N=C1C=C2OC)[C@H]2[C@@H](C[C@@H](CC2)NC(CC)=O)C